5-((2,4-dichlorophenoxy)methyl)-2-methylbenzoic acid ClC1=C(OCC=2C=CC(=C(C(=O)O)C2)C)C=CC(=C1)Cl